Trans-2-[2-[6-(2,4-dimethoxypyrimidin-5-yl)-3-methyl-pyridazin-4-yl]cyclopropyl]ethanol COC1=NC=C(C(=N1)OC)C1=CC(=C(N=N1)C)[C@H]1[C@@H](C1)CCO